N-phenyl-N'-(3-methacryloyloxy-2-hydroxypropyl)-p-phenylenediamine C1(=CC=CC=C1)NC1=CC=C(C=C1)NCC(COC(C(=C)C)=O)O